methyl 2-[3-(2-{4-[3-(2-hydroxyphenyl)-5-methylpyrrolo[3,2-c]pyridazin-6-yl]piperazin-1-yl}pyrimidin-5-yl)-1,2-oxazol-5-yl]-3-methylbutanoate OC1=C(C=CC=C1)C1=CC2=C(N=N1)C=C(N2C)N2CCN(CC2)C2=NC=C(C=N2)C2=NOC(=C2)C(C(=O)OC)C(C)C